C1(CCCCC1)C1=C(N=C(S1)N1C([C@@H]2N(CCNC2)CC1)=O)C (R)-8-(5-Cyclohexyl-4-methylthiazol-2-yl)-9-oxooctahydro-2H-pyrazino[1,2-a]pyrazin